FC(CN1N=CC=C1)(F)F (2,2,2-trifluoroethyl)-1H-pyrazole